F.[H-].[H-].CCO.CCO.CCO tris(2-ethanol) dihydride hydrofluoride